(2-(4-(((3R,4R)-1-(2-cyanoacetyl)-4-methylpiperidin-3-yl)(methyl)amino)-7H-pyrrolo[2,3-d]pyrimidine-7-carbonyl)-2-azaspiro[3.3]hept-6-yl)carbamic acid tert-butyl ester C(C)(C)(C)OC(NC1CC2(CN(C2)C(=O)N2C=CC3=C2N=CN=C3N(C)[C@H]3CN(CC[C@H]3C)C(CC#N)=O)C1)=O